3-(3-(benzyloxy)-2,6-difluorophenyl)-1-isopropyl-1H-pyrazolo[3,4-d]pyrimidin-4-amine C(C1=CC=CC=C1)OC=1C(=C(C(=CC1)F)C1=NN(C2=NC=NC(=C21)N)C(C)C)F